N-[2-Fluoro-5-(trifluoromethyl)phenyl]-2-[4-([1,2,4]triazolo[1,5-a]pyridin-7-yl)phenyl]acetamide FC1=C(C=C(C=C1)C(F)(F)F)NC(CC1=CC=C(C=C1)C1=CC=2N(C=C1)N=CN2)=O